CC(=O)C1=CC(=CC(=C1)Br)Br 3,5-dibromoacetophenone